3-(1H-Imidazol-2-yl)-pyridine N1C(=NC=C1)C=1C=NC=CC1